N1(N=CC=C1)CCCN1C=C(C2=CC=CC(=C12)C#N)F 1-(3-(1H-pyrazol-1-yl)propyl)-3-fluoro-1H-indole-7-carbonitrile